2-(3-(3-((S)-(4-cyclopropyl-4H-1,2,4-triazol-3-yl)fluoromethyl)oxetan-3-yl)phenyl)-6-(((S)-2-isopropyl-4-methylpiperazin-1-yl)methyl)-4-(trifluoromethyl)isoindolin-1-one C1(CC1)N1C(=NN=C1)[C@H](C1(COC1)C=1C=C(C=CC1)N1C(C2=CC(=CC(=C2C1)C(F)(F)F)CN1[C@H](CN(CC1)C)C(C)C)=O)F